COC(NC=1C=CC=2C=3C=CN=C([C@H](C/C=C/CCC(NC2C1)=O)NC(\C=C\C1=C(C=CC(=C1)Cl)N1N=NN=C1)=O)C3)=O {(E)-(S)-15-[(E)-3-(5-Chloro-2-tetrazol-1-yl-phenyl)-acryloylamino]-9-oxo-8,17-diaza-tricyclo[14.3.1.02,7]icosa-1(20),2(7),3,5,12,16,18-heptaen-5-yl}-carbamic Acid methyl ester